NC=1N=NC(=CC1C=1C=NN(C1)[C@@H]1C(CN(CC1)C1CCC(CC1)C1=CC=CC=2N(CCOC21)[C@H]2C(NC(CC2)=O)=O)(F)F)C2=C(C=CC=C2)O (3R)-3-[8-[4-[(4S)-4-[4-[3-amino-6-(2-hydroxyphenyl)pyridazin-4-yl]pyrazol-1-yl]-3,3-difluoro-1-piperidyl]cyclohexyl]-2,3-dihydro-1,4-benzoxazin-4-yl]piperidine-2,6-dione